COC1=CC=C(C(=O)N2CCCCN3[C@@H]([C@@H]([C@@H]3C2)C2=CC=C(C=C2)C#CC2=CC=CC=C2)CO)C=C1 [(8R,9R,10S)-6-(4-methoxybenzoyl)-9-[4-(2-phenylethynyl)phenyl]-1,6-diazabicyclo[6.2.0]decan-10-yl]methanol